1-benzyl-N-(1H-indol-3-yl)-2-oxo-2,3-dihydro-1H-thieno[2,3-b][1,4]thiazine-6-carboxamide C(C1=CC=CC=C1)N1C2=C(SCC1=O)SC(=C2)C(=O)NC2=CNC1=CC=CC=C21